5-(1-(4-Fluorophenyl)propyl)-4H-1,2,4-triazole FC1=CC=C(C=C1)C(CC)C=1NC=NN1